(S)- or (R)-epichlorohydrin C(Cl)[C@@H]1CO1 |o1:2|